(S)-N-(3-(3-((4-(dimethylamino)cyclohexyl)carbamoyl)-1H-indazol-6-yl)phenyl)-3-phenylisoxazolidine-2-carboxamide CN(C1CCC(CC1)NC(=O)C1=NNC2=CC(=CC=C12)C=1C=C(C=CC1)NC(=O)N1OCC[C@H]1C1=CC=CC=C1)C